9-bromo-1-ethyl-7-methyl-2,3-dihydroimidazo[2,1-b]quinazolin-5(1H)-one BrC=1C=C(C=C2C(N3C(=NC12)N(CC3)CC)=O)C